C(CCCCCCCCCCC)N(CCCN(CCCCCC(=O)OC[C@H](O)[C@H]1OC(C(=C1OCC1=CC=CC=C1)OCC1=CC=CC=C1)=O)CCCCCCCCCCCC)CCCCCCCCCCCC (S)-2-((R)-3,4-bis(benzyloxy)-5-oxo-2,5-dihydrofuran-2-yl)-2-hydroxyethyl 6-((3-(didodecylamino)propyl) (dodecyl)amino)hexanoate